OC1=CC=C(C=C1)[C@@H]1N(C[C@H](CC1)C)C(C(=O)NC=1C=C(C(=NC1)OC)C(=O)N)=O 5-[[2-[(2R,5S)-2-(4-hydroxyphenyl)-5-methyl-1-piperidyl]-2-oxo-acetyl]amino]-2-methoxy-pyridine-3-carboxamide